CC=1C=CC=2N(C3=CC=CC=C3C2C1)C1=CC=C(C=C1)C1=NC(=C(C(=C1N1C2=CC=CC=C2OC=2C=CC=CC12)C1=C(C=CC=C1)C1=NC(=CC=C1)C1=CC=CC=C1)C1=CC=C(C=C1)N1C2=CC=CC=C2C=2C=C(C=CC12)C)C1=CC=C(C=C1)N1C2=CC=CC=C2C=2C=C(C=CC12)C 10-(2,5,6-tris(4-(3-methyl-9H-carbazol-9-yl)phenyl)-4-(2-(6-phenylpyridin-2-yl)phenyl)pyridin-3-yl)-10H-phenoxazine